[Br-].N1C=[NH+]C2=C1C=CC=C2 1H-benzoimidazole-3-ium bromide